CS(=O)(=O)OCC1N(/C(/SC1)=N/C(=O)C1=CNC2=NC=CC=C21)C2=CC=CC=C2 (Z)-(2-((1H-pyrrolo[2,3-b]pyridine-3-carbonyl)imino)-3-phenylthiazolidin-4-yl)methyl methanesulfonate